CC(CN=C=O)CCC(CC(CN=C=O)C)(C(N=C=O)(N=C=O)N=C=O)C 2,5,7-trimethyl-1,8-diisocyanato-5-triisocyanatomethyloctane